FC1=C(C=CC=C1F)CN1N=C(N=C1)C(=O)O (1-[(2,3-difluorophenyl)methyl])-1,2,4-triazole-3-carboxylic acid